(S)-N-(1-(quinolin-2-yl)pentan-2-yl)acetamide N1=C(C=CC2=CC=CC=C12)C[C@H](CCC)NC(C)=O